C(C1=CC=CC=C1)=C1S(C=CN1)(=O)=O benzylidenethiazole-dione